N[C@@H](C=1OC2=C(N1)C(=C(C=C2)[C@H](COC)N2C(N[C@@H](C2)C(F)(F)F)=O)F)C2CCC(CC2)(F)F |o1:1,11| (S)-1-((R or S)-1-(2-((R or S)-Amino(4,4-difluorocyclohexyl)methyl)-4-fluoro-benzo[d]oxazol-5-yl)-2-methoxyethyl)-4-(trifluoromethyl)imidazolidin-2-one